(9,9-Dimethyl-10,10-dioxo-9H-thioxanthene-2,7-diyl)diboronic acid CC1(C2=CC(=CC=C2S(C=2C=CC(=CC12)B(O)O)(=O)=O)B(O)O)C